ClC1=C(C(=CC=C1)F)C=1N(C2=CC(=C(C=C2C(C1)=O)F)N1N=C(N(C1=O)CC)CO)C(C)C (2-chloro-6-fluorophenyl)-7-(4-ethyl-3-(hydroxymethyl)-5-oxo-4,5-dihydro-1H-1,2,4-triazol-1-yl)-6-fluoro-1-isopropylquinolin-4(1H)-one